2-amino-6-borono-2-(3-(3-phenoxyphenoxy)propyl)hexanoic acid NC(C(=O)O)(CCCCB(O)O)CCCOC1=CC(=CC=C1)OC1=CC=CC=C1